Cl.Cl.O=C1NC(CC[C@H]1NC(=O)C1=NC=C(C=C1)N1CCNCC1)=O |r| (±)-N-(2,6-dioxopiperidin-3-yl)-5-(piperazin-1-yl)pyridinecarboxamide dihydrochloride